CN(CCCN(C(=O)[C@H]1CN([C@@H]2CC3=CNC4=CC=CC([C@H]2C1)=C34)CC=C)C(=O)NCC)C (8β)-N-[3-(Dimethylamino)propyl]-N-[(ethylamino)carbonyl]-6-(2-propenyl)ergoline-8-carboxamide